CN1C(C=CC=C1)=O N-methylpyridinone